1,3-bis(isocyanatomethyl)-2,4,5,6-tetrabromobenzene N(=C=O)CC1=C(C(=C(C(=C1Br)Br)Br)CN=C=O)Br